CC(=O)N[C@@H]1[C@H]([C@@H]([C@H](O[C@@H]1O)CO)O)O[C@@H]2[C@@H]([C@H]([C@H]([C@H](O2)CO)O)O)O The molecule is an amino disaccharide composed of D-galactose and 2-acetamido-2-deoxy-alpha-D-glucopyranosyl residues in (alpha-1->3) linkage. It is an amino disaccharide, a glucosamine oligosaccharide and a glycosylglucose derivative. It derives from a N-acetyl-alpha-D-glucosamine and an alpha-D-galactose.